ClC=1C(=C(C=CC1)N1CCNCC1)C 1-(3-chloro-2-methylphenyl)-piperazine